(benzo[b]thiophen-7-yl)piperazine S1C2=C(C=C1)C=CC=C2N2CCNCC2